CC1=NNC2=NC=C(C=C21)CN2CCC1=CC=C(C=C21)C(=O)NC=2C=NC=C(C2)C(F)(F)F 1-((3-methyl-1H-pyrazolo[3,4-b]pyridin-5-yl)methyl)-N-(5-(trifluoromethyl)pyridin-3-yl)indoline-6-carboxamide